3-(8-amino-1-bromoimidazo[1,5-a]pyrazin-3-yl)cyclohexanol NC=1C=2N(C=CN1)C(=NC2Br)C2CC(CCC2)O